N-[(2-Oxo-1H-pyridin-3-yl)sulfonyl]-6-[2-(trifluoromethoxy)phenyl]-2-[(4S)-2,2,4-trimethylpyrrolidin-1-yl]pyridin-3-carboxamid O=C1NC=CC=C1S(=O)(=O)NC(=O)C=1C(=NC(=CC1)C1=C(C=CC=C1)OC(F)(F)F)N1C(C[C@@H](C1)C)(C)C